ClC1=CC(=C(COC2=CC=CC(=N2)C2CCN(CC2)CC2=NC3=C(N2CC2COCCC2)C=C(C=C3)C(=O)O)C=C1)F 2-[(4-{6-[(4-chloro-2-fluorobenzyl)oxy]pyridin-2-yl}piperidin-1-yl)methyl]-1-(tetrahydro-2H-pyran-3-ylmethyl)-1H-benzimidazole-6-carboxylic acid